COC1=NC(=CC=C1C1=CC=C(C=C1)S(=O)(=O)NCC1C2(C(NC(N2)=O)=O)CCC1)OC 4-(2,6-dimethoxypyridin-3-yl)-N-((2,4-dioxo-1,3-diazaspiro[4.4]nonane-6-yl)methyl)benzenesulfonamide